C12CC(CC(CC1)N2)OCC=2C(=NOC2C2CC2)C2=C(C=CC=C2)OC(F)(F)F 4-((8-azabicyclo[3.2.1]octan-3-yloxy)methyl)-5-cyclopropyl-3-(2-(trifluoromethoxy)phenyl)isoxazole